aminoethyl-γ-aminopropyltriethoxysilane NCCC(C)O[Si](OCC)(OCC)CCCN